ClC=1N=C2C(=C(C(N(C2=CC1)C)=O)C#N)N1C[C@H]([C@H](CC1)NC1=C(C=C(C=C1)Cl)F)C 6-chloro-4-[(3R,4S)-4-(4-chloro-2-fluoro-anilino)-3-methyl-1-piperidyl]-1-methyl-2-oxo-1,5-naphthyridine-3-carbonitrile